C(C(C)C)NC=1OC2=C(C=C(C=C2C(C1)=O)C)C(C)NC1=C(C(=O)O)C=CC=C1 2-[1-[2-(Isobutylamino)-6-methyl-4-oxo-chromen-8-yl]ethylamino]benzoic acid